ClC=1N(C2=CC(=CC=C2C1C=O)OC)CCOCC 2-chloro-1-(2-ethoxyethyl)-6-methoxy-1H-indole-3-carbaldehyde